NC=1C=2N(C=CN1)C(=NC2C2=C(C=C(C(=O)NC1=NC=CC(=C1)C(F)(F)F)C=C2)OCC)[C@@]2(CC[C@@H]1N(C(CN(C1)C(C)C)=O)C2)C 4-{8-amino-3-[(7R,9aS)-7-methyl-2-(1-methylethyl)-4-oxooctahydro-2H-pyrido[1,2-a]pyrazin-7-yl]imidazo[1,5-a]pyrazin-1-yl}-3-ethoxy-N-[4-(trifluoromethyl)pyridin-2-yl]benzamide